2-Tert-butyl-4-[[1-[[1-(2,6-dioxo-3-piperidyl)-3-methyl-2-oxo-benzimidazol-5-yl]methyl]azetidin-3-yl]oxymethyl]piperidine-1-carboxylate C(C)(C)(C)C1N(CCC(C1)COC1CN(C1)CC1=CC2=C(N(C(N2C)=O)C2C(NC(CC2)=O)=O)C=C1)C(=O)[O-]